C(#N)CCCCC cyanopentane